Tert-butyl (1R,3S,5R)-3-(((E)-3-(2-chlorophenyl)-2-fluorobut-2-en-1-yl) carbamoyl)-2-azabicyclo[3.1.0]hexane-2-carboxylate ClC1=C(C=CC=C1)/C(=C(\CNC(=O)[C@H]1N([C@@H]2C[C@@H]2C1)C(=O)OC(C)(C)C)/F)/C